FC1(CCC1)CNC=1N=CC2=C(N1)NC=C2C2C(OC1=CC=CC=C1C2=O)(C)C (2-(((1-fluorocyclobutyl)methyl)amino)-7H-pyrrolo[2,3-d]pyrimidin-5-yl)-2,2-dimethylchroman-4-one